C(C=C)(=O)N1[C@H](CN(CC1)C=1C2=C(N=C(N1)OC[C@H]1N(CCC1)C)CN(CC2)C2=CC=CC1=CC=CC(=C21)C(F)(F)F)CC#N (S)-1-acryloyl-4-(2-(((S)-1-methylpyrrolidin-2-yl)methoxy)-7-(8-(trifluoromethyl)naphthalen-1-yl)-5,6,7,8-tetrahydropyrido[3,4-d]pyrimidin-4-yl)piperazin-2-ylacetonitrile